ClCCCCC#C 6-chlorohex-1-yne